N-(4-(N-(3,4-dibromobenzyl)-N-(4-fluorobenzyl)sulfamoyl)phenyl)-2-(pyridin-4-yl)cyclopropane-1-carboxamide BrC=1C=C(CN(S(=O)(=O)C2=CC=C(C=C2)NC(=O)C2C(C2)C2=CC=NC=C2)CC2=CC=C(C=C2)F)C=CC1Br